3-(2-((2,6-dimethyl-14-octadecyldotriacontan-9-yl)amino)ethyl)-1-methyl-1H-imidazol-3-ium chloride [Cl-].CC(C)CCCC(CCC(CCCCC(CCCCCCCCCCCCCCCCCC)CCCCCCCCCCCCCCCCCC)NCC[N+]1=CN(C=C1)C)C